ClC1=C(C(=C(C=C1OC)OC)Cl)C1=CC2=C(N=C(N=C2)N[C@H]2[C@H](COC2)NC(C=C)=O)C(=N1)N1CCC(CC1)(C)O N-((3R,4S)-4-((6-(2,6-dichloro-3,5-dimethoxyphenyl)-8-(4-hydroxy-4-methylpiperidin-1-yl)pyrido[3,4-d]pyrimidin-2-yl)amino)tetrahydrofuran-3-yl)acrylamide